ClC1=CC=C2C(C=CN(C2=C1)C1CC1)=O 7-chloro-1-cyclopropyl-4-oxo-1,4-dihydroquinoline